N1=CC=C(C=C1)C=1N=C(C2=CC=NC=C2C1)C(C(C)N)N [3-(pyridin-4-yl)-2,6-naphthyridin-1-yl]propane-1,2-diamine